1-(pivaloyloxymethyl)-1H-1,2,3-triazole C(C(C)(C)C)(=O)OCN1N=NC=C1